(S)-Methyl 2-(1-((2-(3,5-dichlorophenyl)-6-((2-(3-methylpiperazin-1-yl)pyrimidin-5-yl)oxy)pyridin-4-yl)methyl)piperidin-4-yl)acetate ClC=1C=C(C=C(C1)Cl)C1=NC(=CC(=C1)CN1CCC(CC1)CC(=O)OC)OC=1C=NC(=NC1)N1C[C@@H](NCC1)C